BrC=1N=C(C(=NC1)C=NS(=O)C(C)(C)C)OC N-((5-bromo-3-methoxypyrazin-2-yl)methylene)-2-methylpropane-2-sulfinamide